ClC=1N=NN(C1COC1=CC=CN=N1)C1=CC=C(C=C1)C(F)F 6-((4-chloro-1-(4-(difluoromethyl)phenyl)-1H-1,2,3-triazol-5-yl)methoxy)pyridazine